1-cyclopropylcyclopropanecarbonyl chloride C1(CC1)C1(CC1)C(=O)Cl